C(#N)CC1CCNCC1 4-(cyanomethyl)piperidine